C(C)[N+]1=C(C=CC=C1)C 1-ethyl-2-methylpyridinium